methacrylic acid N,N-diethylaminoethyl ester C(C)N(CC)CCOC(C(=C)C)=O